CC1=C(C=CC(=C1)C)C1=NC(=NC(=N1)C1=C(C=C(C=C1)C)C)C1=C(C=C(C(=C1)C(C)(C)C1=CC=CC=C1)OCCCCCC)O 2,4-bis(2,4-dimethyl-phenyl)-6-(2-hydroxy-4-hexyloxy-5-α-cumylphenyl)-s-triazine